C=1N=CN2C1C1=CC=CC=C1[C@H]2[C@@H]2[C@@H](C(OC2(C)C)(C)C)O (3S,4R)-4-((R)-5H-imidazo[5,1-a]isoindol-5-yl)-2,2,5,5-tetramethyltetrahydrofuran-3-ol